C(C\C=C/CC)OC(CCCCC(=O)OCCCCCCN(CCCCCCOC(CCCCC(OCC\C=C/CC)OCC\C=C/CC)=O)CCO)OCC\C=C/CC ((2-hydroxyethyl)azanediyl)bis(hexane-6,1-diyl) bis(6,6-bis(((Z)-hex-3-en-1-yl)oxy)hexanoate)